4-(1-(azetidin-3-yl)-5-(2,6-dimethylphenoxy)-1H-indazol-6-yl)-N-ethyl-6-methyl-7-oxo-6,7-dihydro-1H-pyrrolo[2,3-c]pyridine-2-carboxamide N1CC(C1)N1N=CC2=CC(=C(C=C12)C=1C2=C(C(N(C1)C)=O)NC(=C2)C(=O)NCC)OC2=C(C=CC=C2C)C